C1(=CC=C(C=C1)B(O)O)B(O)O 1,4-Phenylenediboronic acid